[N+](#[C-])C1=C(C=CC=C1)/C(/C#N)=C\C1=CC=CC=C1 (E)-2-(2-isocyanophenyl)-3-phenylacrylonitrile